6-Fluoro-1,4-dimethyl-3-[4-methyl-2-(4-methylimidazol-1-yl)pyrimidin-5-yl]sulfonyl-indole FC1=CC(=C2C(=CN(C2=C1)C)S(=O)(=O)C=1C(=NC(=NC1)N1C=NC(=C1)C)C)C